Ethyl 3-(3-chloro-6-ethoxy-2-methyl-5-(2-methyl-1,3-dioxolan-2-yl) phenyl)-4-nitrobutanoate ClC=1C(=C(C(=C(C1)C1(OCCO1)C)OCC)C(CC(=O)OCC)C[N+](=O)[O-])C